OCCOC1=CC=C2C(=CC(C2=C1)=O)C=1N=CSC1C 6-(2-hydroxyethoxy)-3-(5-methylthiazol-4-yl)-1H-inden-1-one